[Na].[Li].[Zr] zirconium lithium sodium